(5-amino-1-{6-[(2,6-difluorophenyl)oxy]-4-methylpyridin-3-yl}pyrazol-4-yl)[8-(hydroxymethyl)-7-(oxetan-3-yl)-6,7,8,9-tetrahydro-3H-pyrrolo[3,2-f]isoquinolin-2-yl]methanone NC1=C(C=NN1C=1C=NC(=CC1C)OC1=C(C=CC=C1F)F)C(=O)C1=CC2=C3CC(N(CC3=CC=C2N1)C1COC1)CO